ClC=1C=C(C=CC1Cl)[C@@H](CN(C)C)N[S@@](=O)(=N)C1=CC=C(C=C1)OC(F)(F)F (S,S)-N-(1-(3,4-dichlorophenyl)-2-(dimethylamino)ethyl)-4-(trifluoromethoxy)benzenesulfonimidamide